1,N'-diphenyl-1,4-phenylenediamine C1(=CC=CC=C1)C1(CC=C(C=C1)NC1=CC=CC=C1)N